C(N)(=O)C1=C(C(=C2N(C(CN(S2(=O)=O)C)C(=O)OC)C1=O)C1=CC(=CC=C1)C(F)(F)F)CC1=CC=CC2=CC=CC=C12 Methyl 7-carbamoyl-2-methyl-8-(naphthalen-1-ylmethyl)-6-oxo-9-(3-(trifluoromethyl) phenyl)-3,4-dihydro-2H,6H-pyrido[1,2-e][1,2,5]thiadiazine-4-carboxylate 1,1-dioxide